CN1CC2=CC=C(C=C2CC1)NC1=NC=C(C(=N1)C=1SC=C(C1)S(=O)(=O)C)C(F)(F)F 2-methyl-N-[4-(4-methylsulfonyl-2-thienyl)-5-(trifluoromethyl)pyrimidin-2-yl]-3,4-dihydro-1H-isoquinolin-6-amine